1-allyl-2-(2-tolyl)benzimidazole zirconium [Zr].C(C=C)N1C(=NC2=C1C=CC=C2)C2=C(C=CC=C2)C